CC(CN)CC(CCCCN)C 2,4-dimethyloctylenediamine